ClC1=C2C=CC=NC2=C(C=C1)OC(C(=O)[O-])C(=O)[O-] (5-chloro-8-quinolyloxy)-malonate